Diallylmethylamine-methanesulfonic acid salt CS(=O)(=O)O.C(C=C)C(CC=C)N